C(C)(C)(C)C=1C=C(C=CC1)B(O)O (3-tert-butylphenyl)boronic acid